2-((3',5'-difluoro-3-(1-methyl-1H-pyrazol-3-yl)-[1,1'-biphenyl]-4-yl)amino)-N-methylethane-1-sulfonamide FC=1C=C(C=C(C1)F)C1=CC(=C(C=C1)NCCS(=O)(=O)NC)C1=NN(C=C1)C